1-amino-4-(2-boronoethyl)-2-((dimethylamino)methyl)cyclopentane-1-carboxylic acid NC1(C(CC(C1)CCB(O)O)CN(C)C)C(=O)O